COC=1CCCCN1 6-methoxy-2,3,4,5-tetrahydropyridine